2-ethylbutyl((S)-(((S,Z)-2-((4-amino-5-fluoro-2-oxopyrimidin-1(2H)-yl)methylene)-1-((((tert-butoxycarbonyl)-L-valyl)oxy)methyl) cyclopropyl)methoxy)(phenoxy)phosphoryl)-L-leucinate C(C)C(CN([C@@H](CC(C)C)C(=O)[O-])[P@@](=O)(OC1=CC=CC=C1)OC[C@@]1(\C(\C1)=C/N1C(N=C(C(=C1)F)N)=O)COC([C@@H](NC(=O)OC(C)(C)C)C(C)C)=O)CC